[6-[2-cyano-3-[[ethyl(methyl)sulfamoyl]amino]6-fluoro-phenoxy]-4-oxo-quinazolin-3-yl]-3-azaspiro[5.5]undecane C(#N)C1=C(OC=2C=C3C(N(C=NC3=CC2)C2CNCCC23CCCCC3)=O)C(=CC=C1NS(N(C)CC)(=O)=O)F